1-(5-(3-cyano-6-ethoxypyrazolo[1,5-a]pyridin-4-yl)pyridin-2-yl)-4-((2-(dimethylamino)ethoxy)methyl)piperidine-4-carboxylic acid dihydrochloride Cl.Cl.C(#N)C=1C=NN2C1C(=CC(=C2)OCC)C=2C=CC(=NC2)N2CCC(CC2)(C(=O)O)COCCN(C)C